NC=1N=CC2=CC(=CC(=C2C1)C1=C(C=CC=C1C)F)N1C[C@@H](CCC1)CN(C(OC(C)(C)C)=O)C tert-butyl N-[[(3R)-1-[3-amino-5-(2-fluoro-6-methyl-phenyl)-7-isoquinolyl]-3-piperidyl]methyl]-N-methyl-carbamate